4-(6-methylpiperazin-1-yl)-6-nitro-1H-indazol CC1CNCCN1C1=C2C=NNC2=CC(=C1)[N+](=O)[O-]